(1S,2R)-2-(Toluene-4-sulfonyl)-cyclopentanecarboxylic acid benzooxazol-6-ylmethyl-(4,4-difluoro-cyclohexyl)-amide O1C=NC2=C1C=C(C=C2)CN(C(=O)[C@H]2[C@@H](CCC2)S(=O)(=O)C2=CC=C(C)C=C2)C2CCC(CC2)(F)F